8-[(2,3-difluoro-4-pyridyl)methoxy]-4-[(2R)-3-(3,4-dihydro-1H-isoquinolin-2-yl)-2-Hydroxy-propyl]-2,3-dihydro-1,4-benzoxazepine-5-one FC1=NC=CC(=C1F)COC1=CC2=C(C(N(CCO2)C[C@@H](CN2CC3=CC=CC=C3CC2)O)=O)C=C1